tert-butyl N-(3-{3-[1-(2,6-dioxopiperidin-3-yl)-3-methyl-2-oxo-1,3-benzodiazol-5-yl]cyclobutoxy}propyl)-N-methylcarbamate O=C1NC(CCC1N1C(N(C2=C1C=CC(=C2)C2CC(C2)OCCCN(C(OC(C)(C)C)=O)C)C)=O)=O